1,3-dicyclohexyl-1H-pyrazole-5-carboxylic acid C1(CCCCC1)N1N=C(C=C1C(=O)O)C1CCCCC1